N1(CCNCCCN(CCC1)CC=1C(=C(C(=O)NC(CO)CO)C=C(C1)C)O)CC=1C(=C(C(=O)NC(CO)CO)C=C(C1)C)O 3'-[1,4,8-triazacycloundecane-1,8-diylbis(methylene)]bis[N-(1,3-dihydroxypropan-2-yl)-2-hydroxy-5-methylbenzamide]